S(=O)(=O)(C1=CC=C(C)C=C1)CCC1=NC=NC=C1 4-(2-tosylethyl)pyrimidine